C(C1=CC=CC=C1)N1CCC(CC1)CCNC(=O)N1[C@@H](CN(C[C@H]1C)C=1C=NC(=NC1)OC(F)F)C (2R,6R)-N-[2-(1-benzylpiperidin-4-yl)ethyl]-4-[2-(difluoromethoxy)pyrimidin-5-yl]-2,6-dimethylpiperazine-1-carboxamide